BrC1=NC=C(C(=C1Cl)N)[N+](=O)[O-] 2-bromo-3-chloro-5-nitropyridin-4-amine